(6-chloro-6-oxo-hexyl)triphenylphosphonium chloride [Cl-].ClC(CCCCC[P+](C1=CC=CC=C1)(C1=CC=CC=C1)C1=CC=CC=C1)=O